C(C1=CC=CC=C1)(C1=CC=CC=C1)=NCC(=O)OC methyl 2-(benzhydrylideneamino)acetate